8,14-diiodotetradecene IC(CCCCCC=C)CCCCCCI